C(CCCCCC(=O)OCCCCCCCCCCC)(=O)OCCCCCCCCCCC diundecyl heptanedioate